1-methyl-3-(6-methyl-nicotinoyl)-2-pyrrolidone CN1C(C(CC1)C(C1=CN=C(C=C1)C)=O)=O